C(C1=CC=CC=C1)OC1CC(C1)(C#N)O[Si](C)(C)C 3-(benzyloxy)-1-((trimethylsilyl)oxy)cyclobutane-1-carbonitrile